CC1CN(CC=2N1N=CC2)C(=O)C=2N=C1N(N2)[C@@H](C[C@@H]1F)C1=CC=CC=C1 |r| (7-Methyl-6,7-dihydro-4H-pyrazolo[1,5-a]pyrazin-5-yl)-[rac-(5S,7S)-7-fluoro-5-phenyl-6,7-dihydro-5H-pyrrolo[1,2-b][1,2,4]triazol-2-yl]methanon